5-((6-Amino-5-cyanopyrimidin-4-yl)amino)-6-methoxy-1H-indazole NC1=C(C(=NC=N1)NC=1C=C2C=NNC2=CC1OC)C#N